FC=1C=C(SC1C(C)O)C(C(C(=O)OC)(C)C)C1=CC(=C(C=C1)C)COCC1=CC=C(C=C1)OC methyl 3-[4-fluoro-5-(1-hydroxyethyl)thiophen-2-yl]-3-(3-{[(4-methoxybenzyl)oxy]methyl}-4-methylphenyl)-2,2-dimethylpropanoate